NC1=CC=C2C=3C=CC(=CC3CC2=C1)C=1C(=NN(N1)COCC[Si](C)(C)C)C(=O)OCC ethyl 5-(7-amino-9H-fluoren-2-yl)-2-((2-(trimethylsilyl) ethoxy) methyl)-2H-1,2,3-triazole-4-carboxylate